2-methoxy-N-methyl-5-((2-oxo-2,3-dihydro-1H-benzo[d]imidazol-1-yl)methyl)benzamide COC1=C(C(=O)NC)C=C(C=C1)CN1C(NC2=C1C=CC=C2)=O